C(C)(C)(C)OC(=O)N1C[C@@H]2C([C@@H]2C1)NC(=O)C1=NC(=NC=C1)NC1=CC=CC=C1 (1R,5S,6S)-6-(2-(phenylamino)pyrimidine-4-carboxamido)-3-azabicyclo[3.1.0]hexane-3-carboxylic acid tert-butyl ester